C1=CCCCCCCCC1 Cyclodecen